CC=1SC(=C(N1)[C@H](C(C)(C)O)S[C@@H]1O[C@@H]([C@@H]([C@@H]([C@H]1O)N1N=NC(=C1)C1=CC(=C(C(=C1)F)F)F)O)CO)C (2S,3R,4S,5R,6R)-2-(((R)-1-(2,5-dimethylthiazol-4-yl)-2-hydroxy-2-methylpropyl)thio)-6-(hydroxymethyl)-4-(4-(3,4,5-trifluorophenyl)-1H-1,2,3-triazol-1-yl)tetrahydro-2H-pyran-3,5-diol